(S)-3-amino-4-(5-(4-((5-chloro-3-fluoropyridin-2-yl)oxy)-2-cyanophenyl)-2H-tetrazol-2-yl)butanoic acid hydrochloride Cl.N[C@@H](CC(=O)O)CN1N=C(N=N1)C1=C(C=C(C=C1)OC1=NC=C(C=C1F)Cl)C#N